4,5-dicyanopyrazole C(#N)C=1C=NNC1C#N